ammonium iridium oxide [Ir+]=O.[NH4+]